5-(1-(2,2-difluoroethyl)-2-methyl-1H-imidazo[4,5-b]pyridin-6-yl)-N-(trans-4-(2-methoxyethoxy)cyclohexyl)pyrrolo[2,1-f][1,2,4]triazin-2-amine FC(CN1C(=NC2=NC=C(C=C21)C=2C=CN1N=C(N=CC12)N[C@@H]1CC[C@H](CC1)OCCOC)C)F